NC1=NC(=NC(=N1)N)OCCO 2-[(4,6-diamino-1,3,5-triazine-2-yl)oxy]ethanol